IC=1C(=CC2=C(OCCO2)C1)CCNC(OC(C)(C)C)=O tert-butyl (2-(7-iodo-2,3-dihydrobenzo[b][1,4]dioxin-6-yl)ethyl)carbamate